Decyl 2-({[4-(dimethylamino)butanoyl]oxy}methyl)-3-[(3-pentyloctanoyl)oxy]-2-{[(3-pentyloctanoyl)oxy]methyl}propyl propanedioate C(CC(=O)OCC(COC(CC(CCCCC)CCCCC)=O)(COC(CC(CCCCC)CCCCC)=O)COC(CCCN(C)C)=O)(=O)OCCCCCCCCCC